2-(2-(difluoromethoxy)-5-(2-(((R)-phenyl((R)-1,2,3,4-tetrahydropyrido[2,3-b]pyrazin-3-yl)methyl)amino)ethyl)phenyl)acetic acid FC(OC1=C(C=C(C=C1)CCN[C@@H]([C@H]1CNC2=C(N1)N=CC=C2)C2=CC=CC=C2)CC(=O)O)F